4-(2-chloro-5-(4-(5-(trifluoromethyl)pyrimidin-2-yl)piperazine-1-carbonyl)benzyl)-6-cyclobutoxyphthalazin-1(2H)-one ClC1=C(CC2=NNC(C3=CC=C(C=C23)OC2CCC2)=O)C=C(C=C1)C(=O)N1CCN(CC1)C1=NC=C(C=N1)C(F)(F)F